5-[[4-[3-(3,4-Dihydroxyphenyl)prop-2-enoyl]phenyl]methyl]-1,3-thiazolidine-2,4-dione OC=1C=C(C=CC1O)C=CC(=O)C1=CC=C(C=C1)CC1C(NC(S1)=O)=O